BrCC1=NC2=CC=C(C=C2C=C1C(=O)OCC)F Ethyl 2-(bromomethyl)-6-fluoro-quinoline-3-carboxylate